ClC=1C=C(C=CC1OCC1=NC=CC=C1)NC1=NC=NC2=CC(=C(C=C12)[N+](=O)[O-])C#CC12CCC(CC1)N2C(=O)OC(C)(C)C tert-butyl 1-((4-((3-chloro-4-(pyridin-2-ylmethoxy) phenyl) amino)-6-nitroquinazolin-7-yl) ethynyl)-7-azabicyclo[2.2.1]heptane-7-carboxylate